4-formyl-7-methyl-5-vinyl-1H-indole-1-carboxylic acid tert-butyl ester C(C)(C)(C)OC(=O)N1C=CC2=C(C(=CC(=C12)C)C=C)C=O